1-(2-((2S,4R)-4-fluoro-2-(5-methyl-4-phenyl-1H-pyrazol-3-ylcarbamoyl)pyrrolidin-1-yl)-2-oxoethyl)-5-(pyridazin-4-yl)-1H-indazole-3-carboxamide F[C@@H]1C[C@H](N(C1)C(CN1N=C(C2=CC(=CC=C12)C1=CN=NC=C1)C(=O)N)=O)C(NC1=NNC(=C1C1=CC=CC=C1)C)=O